2-(3-(4-(3-(1-(5-ethylpyrimidin-2-yl)piperidin-4-yl)propoxy)-2,6-difluorophenyl)-1,2,4-oxadiazol-5-yl)ethan-1-ol C(C)C=1C=NC(=NC1)N1CCC(CC1)CCCOC1=CC(=C(C(=C1)F)C1=NOC(=N1)CCO)F